2-(5-{[(1S,2R,3R,5R)-2-fluoro-1,5-dimethyl-9-azabicyclo[3.3.1]nonan-3-yl](methyl)amino}pyrazin-2-yl)-5-(1H-pyrazol-5-yl)phenol F[C@H]1[C@@]2(CCC[C@](C[C@H]1N(C=1N=CC(=NC1)C1=C(C=C(C=C1)C1=CC=NN1)O)C)(N2)C)C